O1CC(C=2C1=CN=CC2)C(=O)N 2,3-dihydrofuro[2,3-c]pyridine-3-carboxamide